C(C)(C)(C)OC(N[C@@H]1CC[C@H](CC1)NC(CCC)C1=NC=C(N=C1)C=1C=NC(=NC1)OC)=O (trans-4-(1-(5-(2-methoxypyrimidin-5-yl)pyrazin-2-yl)butylamino)cyclohexyl)carbamic acid tert-butyl ester